NC1=NC(=CC(=N1)N1CCC2(C[C@H](NC2)C(=O)O)CC1)O[C@@H](C(F)(F)F)C=1C=C(C=CC1N1N=C(C=C1)C)C1=CC(=CC=C1)CCC(=O)O (S)-8-(2-amino-6-((R)-1-(3'-(2-carboxyethyl)-4-(3-methyl-1H-pyrazol-1-yl)-[1,1'-biphenyl]-3-yl)-2,2,2-trifluoroethoxy)pyrimidin-4-yl)-2,8-diazaspiro[4.5]decane-3-carboxylic acid